5-benzoyl-2,3-dihydropyrrolizine-1-one C(C1=CC=CC=C1)(=O)C=1N2CCC(C2=CC1)=O